3-(6-Bromo-1H-indazol-3-yl)-2,6-difluoro-5-methylphenol BrC1=CC=C2C(=NNC2=C1)C=1C(=C(C(=C(C1)C)F)O)F